FC1=C(N)C=C(C=C1)OC(C)C 2-fluoro-5-isopropoxyaniline